1-(3-((6-chloro-2-cyano-1-(1-ethyl-1H-pyrazol-4-yl)-7-fluoro-1H-indol-3-yl)thio)-2-fluorophenyl)cyclopropanecarboxylic acid ClC1=CC=C2C(=C(N(C2=C1F)C=1C=NN(C1)CC)C#N)SC=1C(=C(C=CC1)C1(CC1)C(=O)O)F